C(C)(C)(C)OC(NCCCCNC1=C(C=C(C=C1)C(N)=O)[N+](=O)[O-])=O (4-((4-carbamoyl-2-nitrophenyl)amino)butyl)carbamic acid tert-butyl ester